BrC1=CC(=C(O[C@H](C(N)=N)C)C=C1)F (2S)-2-(4-bromo-2-fluorophenoxy)propanimidamide